N[C@@H]1CN(C[C@@H](C1)C(F)(F)F)C1=CC=C(C=2N=CC=NC12)C#N 8-[(3S,5R)-3-amino-5-(trifluoromethyl)piperidin-1-yl]quinoxaline-5-carbonitrile